(R)-N-(2-amino-1-(4-methyl-1-oxo-1,3-dihydroisobenzofuran-5-yl)ethyl)-2-chloroacetamide NC[C@@H](C=1C(=C2COC(C2=CC1)=O)C)NC(CCl)=O